O=C1N(CCC1)C=1C=C2C(=NC1)OC=C2C=2C=CC=C(C2)C2CC(NC2)=O 4-(5-(5-(2-oxopyrrolidin-1-yl)furo[2,3-b]pyridin-3-yl)phenyl)pyrrolidin-2-one